FC1=C(C(=CC(=C1)[N+](=O)[O-])F)C 1,3-difluoro-2-methyl-5-nitrobenzene